5-(benzyloxy)-8-ethyl-2-(3-methyl-1-benzofuran-2-yl)quinoline-4-carboxylic acid methyl ester COC(=O)C1=CC(=NC2=C(C=CC(=C12)OCC1=CC=CC=C1)CC)C=1OC2=C(C1C)C=CC=C2